3-Amino-7-(1,1-difluoroethyl)-4-(7-fluoro-1H-indazol-4-yl)-8-methyl-1H-1,5-naphthyridin-2-one NC=1C(NC2=C(C(=CN=C2C1C1=C2C=NNC2=C(C=C1)F)C(C)(F)F)C)=O